C([2H])([2H])([2H])NCCC=O 3-[(2H3)methylamino]Propan-1-one